2-((5-nitropyridin-2-yl)amino)-2-oxoethyl acetate C(C)(=O)OCC(=O)NC1=NC=C(C=C1)[N+](=O)[O-]